C(C)(C)(C)C=1C(=NC=CN1)/C=C/C(=O)NC1=CC2=C(NC(O2)=O)C=C1 (E)-3-(3-(tert-butyl)pyrazin-2-yl)-N-(2-oxo-2,3-dihydrobenzo[d]oxazol-6-yl)acrylamide